ethyl 4-(3,5-dichlorophenyl)-5-[(4-methoxyphenyl) methyl]-8-oxo-pyrido[3,2-d]pyrimidine-7-carboxylate ClC=1C=C(C=C(C1)Cl)C=1C2=C(N=CN1)C(C(=CN2CC2=CC=C(C=C2)OC)C(=O)OCC)=O